N,4-dimethyl-5-(methylthio)thiazol-2-amine CNC=1SC(=C(N1)C)SC